Methyl 4-benzyl-3-oxo-8,4-dihydro-2H-benzo[b][1,4]oxazine-7-carboxylate C(C1=CC=CC=C1)N1C2=C(OCC1=O)CC(C=C2)C(=O)OC